OCCCCCC(=O)[O-] 6-hydroxy-hexanoate